C12(CC(C1)C2)NC(O[C@@H]2[C@@H](C[C@@H](C2)C2=NN(C(=C2)NC2=NC=C(C=1N2C=CN1)Br)C(C)(C)C)F)=O (1S,2R,4R)-4-(5-((8-bromoimidazo[1,2-c]pyrimidin-5-yl)amino)-1-(tert-butyl)-1H-pyrazol-3-yl)-2-fluorocyclopentyl bicyclo[1.1.1]pentan-1-ylcarbamate